C([C@H]1CO1)OC(CCC)=O.C(C)(C)(C)C1=C(O)C=C(C(=C1)O)C(C)(C)C 2,5-di-tert.butyl-hydroquinone (R)-glycidyl-butyrate